tert-butyl 7-[8-({8-fluoro-2-methylimidazo[1,2-a]pyridin-6-yl} carbamoyl) cinnolin-5-yl]-1,7-diazaspiro[3.5]nonane-1-carboxylate FC=1C=2N(C=C(C1)NC(=O)C=1C=CC(=C3C=CN=NC13)N1CCC3(CCN3C(=O)OC(C)(C)C)CC1)C=C(N2)C